allyl-[2-[(2R,3S,4S,5S)-3,4,5-trihydroxy-6-(4-methoxyphenoxy)tetrahydropyran-2-yl]ethyl]phosphinic acid C(C=C)P(O)(=O)CC[C@H]1OC([C@H]([C@H]([C@@H]1O)O)O)OC1=CC=C(C=C1)OC